NC1=C(C=CC(=C1)C(=O)O)C=CC1=C(C=C(C=C1)C(=O)O)N 2,2'-diamino-4,4'-stilbenedicarboxylic acid